[C@H](C)(CC)C1N(CC2=C(NC1=O)C=CC=C2)C(=NC#N)N 3-((S)-sec-butyl)-N'-cyano-2-oxo-1,2,3,5-tetrahydro-4H-benzo[E][1,4]Diazepine-4-carboxamidine